F[C@@H]1C[C@H](N(C1)C(CN1N=NN=C1)=O)C(=O)N[C@H](C1=NC=C(C=C1)C(C)C)C1=CC=CC=C1 (2S,4R)-4-fluoro-N-[(S)-phenyl[5-(propan-2-yl)pyridin-2-yl]methyl]-1-[2-(1H-1,2,3,4-tetrazol-1-yl)acetyl]pyrrolidine-2-carboxamide